C(CCC\C=C/C\C=C/C\C=C/C\C=C/CCCCC)(=O)OCC(O)CO glyceryl monoarachidonate